REL-(+)-[[(4R,5R)-2,2-dimethyl-1,3-dioxolane-4,5-diyl]di(methylene)]di[di(3,5-dimethylphenyl)phosphine] CC1(O[C@H]([C@@H](O1)CP(C1=CC(=CC(=C1)C)C)C1=CC(=CC(=C1)C)C)CP(C1=CC(=CC(=C1)C)C)C1=CC(=CC(=C1)C)C)C |o1:3,4|